C(C)N1CCN(CC1)C1=NC2=CC=C(C=C2C(=C1)C)NC(=S)NCCN1CCCC1 1-(2-(4-ethylpiperazin-1-yl)-4-methylquinolin-6-yl)-3-(2-(pyrrolidin-1-yl)ethyl)thiourea